(R)-2-amino-N-ethyl-2-cyclobutyl-acetoacetylamine N[C@@](C(=O)NCC)(C(=O)C)C1CCC1